5-[6-(4,4-difluoro-1-methylcyclohexyl)-5-fluoropyridin-3-yl]-1,2-oxazole-3-carboxylic acid FC1(CCC(CC1)(C)C1=C(C=C(C=N1)C1=CC(=NO1)C(=O)O)F)F